1-(4-amino-7-((5-(aminomethyl)thiophen-2-yl)methyl)-2-butyl-1H-imidazo[4,5-c]quinolin-1-yl)-2-methylpropan-2-ol NC1=NC=2C=C(C=CC2C2=C1N=C(N2CC(C)(O)C)CCCC)CC=2SC(=CC2)CN